N1C(=CC=C1)[Si](C=C)(C=C)C=1NC=CC1 di(pyrrolyl)divinyl-silane